N1C=CC=2C1=C(N=CC2)O 1H-pyrrolo[2,3-c]pyridin-7-ol